nickel cobalt manganese aluminum salt [Al].[Mn].[Co].[Ni]